6-tert-butyl-N-[[6-[[3-[(3S)-5,5-dimethylpyrrolidin-3-yl]-1-(2,2,6,6-tetramethyltetrahydropyran-4-yl)propyl]amino]-2-pyridyl]sulfonyl]-2-fluoro-pyridine-3-carboxamide C(C)(C)(C)C1=CC=C(C(=N1)F)C(=O)NS(=O)(=O)C1=NC(=CC=C1)NC(CC[C@@H]1CNC(C1)(C)C)C1CC(OC(C1)(C)C)(C)C